BrCC1COCC1 3-(bromomethyl)tetrahydrofuran